ClC1=CC(=C(C=C1)C#CNC1=CC=CC=C1)F ((4-chloro-2-fluorophenyl)ethynyl)aniline